1-((5-(5-(difluoromethyl)-1,3,4-oxadiazole-2-yl)pyridine-2-yl)methyl)-6-fluoro-3-methyl-5-(2-(4-methylpiperazine-1-yl)pyrimidine-5-yl)-1,3-dihydro-2H-benzo[d]imidazole-2-one FC(C1=NN=C(O1)C=1C=CC(=NC1)CN1C(N(C2=C1C=C(C(=C2)C=2C=NC(=NC2)N2CCN(CC2)C)F)C)=O)F